C(C1=CC=CC=C1)OCC(=O)C1=C(C=C(C=C1O)OCC1=CC=CC=C1)OCC1=CC=CC=C1 2-benzyloxy-1-(2,4-dibenzyloxy-6-hydroxyphenyl)ethanone